Gadolinium 2,2',2''-{10-[(1R)-1-carboxy-2-{4-[2-(2-ethoxyethoxy)ethoxy]phenyl}ethyl]-1,4,7,10-tetraazacyclododecane-1,4,7-triyl}triacetate C(=O)(O)[C@@H](CC1=CC=C(C=C1)OCCOCCOCC)N1CCN(CCN(CCN(CC1)CC(=O)[O-])CC(=O)[O-])CC(=O)[O-].[Gd+3]